4,4'-methylenebis(2-methylcyclohexaneamine) C(C1CC(C(CC1)N)C)C1CC(C(CC1)N)C